(3R,4R)-3-ALLYLTETRAHYDRO-2H-PYRAN-4-SULFONAMIDE C(C=C)[C@@H]1COCC[C@H]1S(=O)(=O)N